3-cyano-N-(2-fluoro-4-{1-[6-(trifluoromethyl)-3H-imidazo[4,5-b]pyridin-2-yl]cyclobutyl}phenyl)benzamide C(#N)C=1C=C(C(=O)NC2=C(C=C(C=C2)C2(CCC2)C2=NC=3C(=NC=C(C3)C(F)(F)F)N2)F)C=CC1